(S or R)-2-(4,4-difluoro-3-methylpiperidin-1-yl)-N-(2-sulfamoylpyridin-4-yl)-5-(trifluoromethyl)nicotinamide FC1([C@H](CN(CC1)C1=C(C(=O)NC2=CC(=NC=C2)S(N)(=O)=O)C=C(C=N1)C(F)(F)F)C)F |o1:2|